N-(tert-butoxycarbonyl)-4-aminobutyric acid C(C)(C)(C)OC(=O)NCCCC(=O)O